N-(2-chloroquinolin-8-yl)quinoline-8-sulfonamide ClC1=NC2=C(C=CC=C2C=C1)NS(=O)(=O)C=1C=CC=C2C=CC=NC12